4-mercaptomethylphenoxyoxirane SCC1=CC=C(OC2OC2)C=C1